[N+](=O)([O-])C1=C(C=CC(=C1)Cl)NS(=O)(=O)N1CCOCC1 N-(2-nitro-4-chlorophenyl)morpholine-4-sulfonamide